C(CCC)NC=1C2=C(N=C(N1)NC(OC)=O)C=NN2CC=2C=NC(=CC2OC)C2CCN(CC2)C2CCOCC2 methyl (7-(butylamino)-1-((4-methoxy-6-(1-(tetrahydro-2H-pyran-4-yl)piperidin-4-yl)pyridin-3-yl)methyl)-1H-pyrazolo[4,3-d]pyrimidin-5-yl)carbamate